N\C(\CC1CN(CCC1)C(=O)OC(C)(C)C)=N/O tert-butyl (Z)-3-(2-amino-2-(hydroxyimino)ethyl)piperidine-1-carboxylate